fumaric acid-bis-(2-isocyanato ethyl)ester N(=C=O)CCOC(\C=C\C(=O)OCCN=C=O)=O